FC1=C(C=CC(=C1)F)C1=NN2C(NCC(C2)CN(C)C)=C1C=1CCC(N(N1)C1=C(C=CC=C1)C)=O 6-{2-(2,4-difluorophenyl)-6-[(dimethylamino)methyl]-4,5,6,7-tetrahydropyrazolo[1,5-a]pyrimidin-3-yl}-2-(2-methylphenyl)-4,5-dihydropyridazin-3(2H)-one